3-methyl-6-(1,1,2,2,2-pentafluoroethyl)imidazo[4,5-c]Pyridine CN1C=NC2=C1C=NC(=C2)C(C(F)(F)F)(F)F